FC=1C(=NC(=NC1)N(C)C)N 5-fluoro-N2,N2-dimethylpyrimidine-2,4-diamine